(9H-fluoren-9-yl)methyl (5-((S)-2-((S)-2-(((2-azidoethoxy)carbonyl)amino)-3-methylbutanamido)propanamido)-2-(hydroxymethyl)benzyl)(methyl)carbamate N(=[N+]=[N-])CCOC(=O)N[C@H](C(=O)N[C@H](C(=O)NC=1C=CC(=C(CN(C(OCC2C3=CC=CC=C3C=3C=CC=CC23)=O)C)C1)CO)C)C(C)C